N-(5-(((2S,4R)-4-((3-cyano-5,6,7,8-tetrahydroquinolin-2-yl)oxy)-2-methylpyrrolidin-1-yl)methyl)thiazol-2-yl)acetamide C(#N)C=1C(=NC=2CCCCC2C1)O[C@@H]1C[C@@H](N(C1)CC1=CN=C(S1)NC(C)=O)C